Quinoxaline-2,3(1H,4H)-dione N1C(C(NC2=CC=CC=C12)=O)=O